C(C)(C)(C)C1=C(OCSCC2=CNC(O2)=O)C=CC=C1C(C)(C)C 5-[(2,3-Di-tert-butylphenoxymethylthio)methyl]oxazol-2(3H)-one